CN(C(/C=C/CC[C@@H](C(=O)NC=1C(N(C=CN1)CC=1N(C2=C(C=C(C=C2C1)F)CCC(F)(F)F)C(=O)OC(C)(C)C)=O)OC(N(C)C)=O)=O)C tert-butyl (S,E)-2-((3-(7-(dimethylamino)-2-((dimethylcarbamoyl)oxy)-7-oxohept-5-enamido)-2-oxopyrazin-1(2H)-yl)methyl)-5-fluoro-7-(3,3,3-trifluoropropyl)-1H-indole-1-carboxylate